tert-butyl [3-({[1-(4-chloro-7-(3-hydroxypyrrolidin-1-yl)-2-{[2-(trimethylsilyl)ethoxy]methyl}-2H-indazol-6-yl)ethyl]amino}carbonyl)pyrazolo[1,5-a]pyrimidin-2-yl]carbamate ClC=1C2=CN(N=C2C(=C(C1)C(C)NC(=O)C=1C(=NN2C1N=CC=C2)NC(OC(C)(C)C)=O)N2CC(CC2)O)COCC[Si](C)(C)C